COC([C@H]1N(CCC1)C(CCCCBr)=O)=O 5-bromopentanoyl-proline methyl ester